N-(4-(11-(3-Aminopyrrolidin-1-yl)-7,8,9,10-tetrahydro-6H-cyclohepta[b]quinolin-2-yl)pyridin-2-yl)cyclohexanecarboxamide hydrochloride Cl.NC1CN(CC1)C1=C2C(=NC3=CC=C(C=C13)C1=CC(=NC=C1)NC(=O)C1CCCCC1)CCCCC2